ClC=1C(=NC=CC1)N1N=C(C=C1C1=NC2=C(C(O1)=O)C=C1C(=C2C)SC=N1)OCC(F)(F)F 6-[2-(3-chloro-2-pyridyl)-5-(2,2,2-trifluoro-ethoxy)pyrazol-3-yl]-4-methyl-thiazolo[4,5-g][3,1]benzoxazin-8-one